Cl.C[C@H]1CNCC1 (R)-3-Methyl-pyrrolidine hydrochloride